perfluoro(methylcyclohexane) FC1(C(C(C(C(C1(F)F)(F)F)(F)F)(F)F)(F)F)C(F)(F)F